N=1OC(=C2C=CC=3C=CC=NC3C21)C(=O)[O-] [1,2]oxazolo[4,3-h]quinoline-3-carboxylate